FC1=C(C(=CC(=C1)CO)F)N1N=C(C=C1)C=1C=CC(=C(C1)CNC([O-])=O)C [[5-[1-[2,6-difluoro-4-(hydroxymethyl)phenyl]-1H-pyrazol-3-yl]-2-methylphenyl]methyl]carbamate